5-{[(2S,5R)-4-ethyl-2,5-dimethylpiperazin-1-yl]carbonyl}-N-(5-fluoro-2-methoxypyrimidin-4-yl)-6,6-dimethyl-1,4,5,6-tetrahydropyrrolo[3,4-c]pyrazol-3-amine C(C)N1C[C@@H](N(C[C@H]1C)C(=O)N1C(C=2NN=C(C2C1)NC1=NC(=NC=C1F)OC)(C)C)C